trans-oxacycloheptadec-10-en-2-one O1C(CCCCCCC\C=C\CCCCCC1)=O